Cl.C(C1=CC=CC=C1)OC(=O)[C@@H]1[C@H]2C([C@H]2CN1)(C)C (1R,2S,5S)-6,6-dimethyl-3-azabicyclo[3.1.0]hexane-2-carboxylic acid benzyl ester hydrochloride